C(C)(C)N(P(OC1COCC1)OCCC#N)C(C)C tetrahydrofurane-3-yl (2-cyanoethyl) diisopropylphosphoramidite